1,1,1,2,2,3,3,4,4-nonafluorododecane FC(C(C(C(CCCCCCCC)(F)F)(F)F)(F)F)(F)F